2-butoxy-N-(7-((2R,3R,4S,5R)-2-cyano-3,4-dihydroxy-5-(hydroxymethyl)tetrahydrofuran-2-yl)pyrrolo[2,1-f][1,2,4]triazin-4-yl)-2-methylpropanamide C(CCC)OC(C(=O)NC1=NC=NN2C1=CC=C2[C@@]2(O[C@@H]([C@H]([C@H]2O)O)CO)C#N)(C)C